FC1=CC=C(C=C1)N1C(=NN=C1)C1=CC=CC(=N1)N1CC=2C(=NC(=CC2C1=O)N(C)C(C)C)COC(NC)=O ((2-(6-(4-(4-fluorophenyl)-4H-1,2,4-triazol-3-yl)pyridin-2-yl)-6-(isopropyl(methyl)amino)-1-oxo-2,3-dihydro-1H-pyrrolo[3,4-c]pyridin-4-yl)methyl)(methyl)carbamate